5-{2-[(3-chlorobenzyl)oxy]ethyl}-3-[(2,5-difluorobenzyl)sulfanyl][1,2,4]triazol ClC=1C=C(COCCC2=NC(=NN2)SCC2=C(C=CC(=C2)F)F)C=CC1